Cl.[Cl-].N(=NCC(C)C(=[OH+])C(C)C)CC(C)C(=[OH+])C(C)C.[Cl-] azobisisobutyronium chloride hydrochloride